4-Cyano-2-azabicyclo[2.1.1]hexane-2-carboxylic acid tert-butyl ester C(C)(C)(C)OC(=O)N1C2CC(C1)(C2)C#N